(3R)-9-chloro-10-(2,4-difluorophenyl)-3-methyl-2H-[1,4]thiazino[2,3,4-ij]quinazoline-5,7(3H,6H)-dione ClC=1C=C2C(NC(N3C2=C(C1C1=C(C=C(C=C1)F)F)SC[C@H]3C)=O)=O